tert-butyl 3,3-difluoro-4-formyl-piperidine-1-carboxylate FC1(CN(CCC1C=O)C(=O)OC(C)(C)C)F